14-ethyl-3,6,9,12-tetraoxahexadecan-1-ol C(C)C(COCCOCCOCCOCCO)CC